cis-1-(2-(1-methyl-1H-imidazo[4,5-b]pyridin-6-yl)thieno[2,3-d]pyrimidin-6-yl)-3-(trifluoromethyl)cyclobutanol CN1C=NC2=NC=C(C=C21)C=2N=CC1=C(N2)SC(=C1)C1(CC(C1)C(F)(F)F)O